methyl 1-(4-(1-((4-((2-(tert-butoxy)-2-oxoethyl)carbamoyl)phenyl)sulfonyl)piperidin-4-yl)phenoxy)-3,6,9,12,15-pentaoxaoctadecan-18-oate C(C)(C)(C)OC(CNC(=O)C1=CC=C(C=C1)S(=O)(=O)N1CCC(CC1)C1=CC=C(OCCOCCOCCOCCOCCOCCC(=O)OC)C=C1)=O